(3E)-1-chloro-14,14-dibutoxy-3-tetradecene ClCC\C=C\CCCCCCCCCC(OCCCC)OCCCC